5-(4,4,5,5-tetramethyl-1,3,2-dioxaborolan-2-yl)coumaran-4-ol CC1(OB(OC1(C)C)C1=C(C=2CCOC2C=C1)O)C